N[C@H](C)C=1C=C(C=C2C(N(C(=NC12)N1CC2=CC=CC=C2C1)N1CCOCC1)=O)C (R)-8-(1-aminoethyl)-2-(isoindolin-2-yl)-6-methyl-3-morpholinoquinazolin-4(3H)-one